N-[3-[[(2S)-2,6-diaminohexanoyl]amino]propyl]-2-ethyl-4-[[3-[3-(trifluoromethyl)-1H-pyrazol-4-yl]imidazo[1,2-a]pyrazin-8-yl]amino]benzamide formate C(=O)O.N[C@H](C(=O)NCCCNC(C1=C(C=C(C=C1)NC=1C=2N(C=CN1)C(=CN2)C=2C(=NNC2)C(F)(F)F)CC)=O)CCCCN